6-((4-(2-(4-chloro-2-fluorophenyl)-2-methylbenzo[d][1,3]dioxol-4-yl)piperidin-1-yl)methyl)-5-((1,1-dioxidotetrahydrothiophen-2-yl)methyl)nicotinonitrile ClC1=CC(=C(C=C1)C1(OC2=C(O1)C=CC=C2C2CCN(CC2)CC2=NC=C(C#N)C=C2CC2S(CCC2)(=O)=O)C)F